C(C)(=O)C=1C=NN(C1)C1=CC=C(C=N1)S(=O)(=O)N(COCC[Si](C)(C)C)C=1C=CC=C2C=NN(C12)C 6-(4-acetylpyrazol-1-yl)-N-(1-methylindazol-7-yl)-N-{[2-(trimethylsilyl)ethoxy]methyl}pyridine-3-sulfonamide